C(C1CO1)N(C1=CC=C(C=C1)OC1=C(C=CC=C1)CC)CC1CO1 N,N-diglycidyl-4-(2-ethylphenoxy)aniline